CN1CCN(CC1)C1=C(C=NC=C1)NCC=1C=C2N=CC=NC2=CC1 4-(4-Methylpiperazin-1-yl)-N-(quinoxalin-6-ylmethyl)pyridin-3-amine